C1CCCC2=NC3=CC=CC=C3C(=C12)NCC(CN1CCN(CC1)CC1=CC=C(C=C1)OC(F)(F)F)O 1-((1,2,3,4-tetrahydroacridin-9-yl)amino)-3-(4-(4-(trifluoromethoxy)benzyl)piperazin-1-yl)propan-2-ol